FC=1C=C(C=CC1)C#C (3-fluorophenyl)ethyne